CC1=CC=C2C(=N1)N=C(O2)N2CCN(CC2)C(=O)C=2N=NC(=CC2)N2CC(C2)OC(C(F)(F)F)C (4-(5-methyloxazolo[4,5-b]pyridin-2-yl)piperazin-1-yl)(6-(3-((1,1,1-trifluoropropan-2-yl)oxy)azetidin-1-yl)pyridazin-3-yl)methanone